CC(=CCC[C@@]1([C@H]2CC[C@H](C2)C1=C)C)C The molecule is a sesquiterpene and carbobicyclic compound that is bicyclo[2.2.1]heptane in which the hydrogens at position 3 are substituted by a methylidene group, while the 2-exo- and 2-endo- hydrogens are subsitituted by 2-methylpent-2-en-5-yl and methyl groups, respectively (the 1S,2R,4R enantiomer). It has a role as a plant metabolite. It is a sesquiterpene, a bridged compound, a carbobicyclic compound and a polycyclic olefin.